FC1=NN2C(N=CC3=C2C(CC3C(=O)O)(C(F)(F)F)C)=C1 2-fluoro-8-methyl-8-(trifluoromethyl)-7,8-dihydro-6H-cyclopenta[e]pyrazolo[1,5-a]pyrimidine-6-carboxylic acid